ethylundecylate C(C)OC(CCCCCCCCCC)=O